8-((5-Amino-4-(cyclopentylamino)pyrimidin-2-ylamino)phenyl)-3,8-diazabicyclo[3.2.1]octane-3-carboxylic acid tert-butyl ester C(C)(C)(C)OC(=O)N1CC2CCC(C1)N2C2=C(C=CC=C2)NC2=NC=C(C(=N2)NC2CCCC2)N